CN(C(=O)N1C(CCCC1)C(=O)O)CC1=CC=C2C(=CC(OC2=C1)=O)C1=C(C=CC=C1)C 1-(methyl((2-oxo-4-(o-tolyl)-2H-chromen-7-yl)methyl)carbamoyl)piperidine-2-carboxylic acid